(R)-tert-butyl(8-(3-cyano-5-(2,3-dichlorophenyl)-6-methylpyrazin-2-yl)-8-azaspiro[4.5]decan-1-yl) carbamate C(N)(O[C@]1(CCCC12CCN(CC2)C2=NC(=C(N=C2C#N)C2=C(C(=CC=C2)Cl)Cl)C)C(C)(C)C)=O